F[C@H]1C[C@H](N(C1)C(CN1CCC(CC1)NC=1C=NC2=NC=CC=C2C1)=O)C#N (2S,4S)-4-fluoro-1-[2-[4-(1,8-naphthyridin-3-ylamino)-1-piperidinyl]acetyl]pyrrolidine-2-carbonitrile